FC(CC[Mg]Cl)(F)F (3,3,3-trifluoro-propyl)magnesium chloride